tert-Butyl 3-[[2-fluoro-4-(trifluoromethyl)phenyl]methylsulfanyl]azetidine-1-carboxylate FC1=C(C=CC(=C1)C(F)(F)F)CSC1CN(C1)C(=O)OC(C)(C)C